FC=1C=C2C=NN(C2=CC1C=1C=2C=NN(C2C(=CC1)OC)CC(=O)O)C {5'-fluoro-7-methoxy-1'-methyl-[4,6'-biindazol]-1-yl}acetic acid